OC1=CC=C(CNC=2C=3N=CN([C@H]4[C@H](O)[C@H](O)[C@@H](CO)O4)C3N=CN2)C=C1 N6-(4-Hydroxybenzyl)adenosine